Hydroxyethyl-stearamid OCCC(C(=O)N)CCCCCCCCCCCCCCCC